CN(CCC)CCCCCC N-methyl-N-propyl-hexylamine